(E)-2,3-bis(3-methylphenyl)acrolein CC=1C=C(C=CC1)/C(/C=O)=C\C1=CC(=CC=C1)C